N3-methyl-1-(3-methylbenzyl)-1H-Pyrazole-3,5-dicarboxamide CNC(=O)C1=NN(C(=C1)C(=O)N)CC1=CC(=CC=C1)C